FC(C1=CN=C2N1C=C(C=C2)C2=CNC=1N=C(N=CC12)NCC1(CC1)F)F 5-(3-(difluoromethyl)imidazo[1,2-a]pyridin-6-yl)-N-((1-fluorocyclopropyl)methyl)-7H-pyrrolo[2,3-d]pyrimidin-2-amine